FC1=C(C=CC(=C1)CN1CCN(CC1)C1CCN(CC1)C1=CC=C(C=C1)[C@H]1[C@H](CCC2=CC(=CC=C12)O)C1=CC=CC=C1)N1C(NC(CC1)=O)=O 1-(2-Fluoro-4-((4-(1-(4-((1R,2S)-6-hydroxy-2-phenyl-1,2,3,4-tetrahydronaphthalen-1-yl)phenyl)piperidin-4-yl)piperazin-1-yl)methyl)phenyl)dihydropyrimidine-2,4(1H,3H)-dione